ureido-trimethoxysilane N(C(=O)N)[Si](OC)(OC)OC